Glycidyl-ortho-toluidine C(C1CO1)NC=1C(=CC=CC1)C